ClC=1C=C(C(=NC1)OC)S(=O)(=O)NC=1C(=C(C(=CC1)F)C1=C(C=2N(C=C1)C(=NC2)C(=O)NC)F)F 7-[3-(5-chloro-2-methoxypyridine-3-sulfonamido)-2,6-difluorophenyl]-8-fluoro-N-methylimidazo[1,5-a]pyridine-3-carboxamide